C(C)C(C(=O)[O-])CCCC.C[N+](CC(C)O)(C)C trimethyl-(2-hydroxypropyl)ammonium 2-ethylhexanoate